N=1C=CN2C1N=CC(=C2)C2=CNC=1N=C(N=C(C12)OC)NC1CCC2(CCO2)CC1 5-(imidazo[1,2-a]pyrimidin-6-yl)-4-methoxy-N-((4s,7s)-1-oxaspiro[3.5]nonan-7-yl)-7H-pyrrolo[2,3-d]pyrimidin-2-amine